N-isopropyl-5-azaspiro[2.4]heptane-6-carboxamide hydrochloride Cl.C(C)(C)NC(=O)C1NCC2(CC2)C1